3-cyclohexyloxypropanal C1(CCCCC1)OCCC=O